SCC(=O)OCC(COC(CS)=O)(COC(CS)=O)CO pentaerythritol tri(mercaptoacetate)